C(C)(C)(C)NC(=O)[C@@H]1C[C@H]2[C@@H](CN1C[C@H]([C@H](CSC1=CC=CC=C1)NC(C1=C(C(=CC=C1)O)C)=O)O)CCS2 (3aR,6S,7aS)-N-tert-butyl-5-[(2R,3R)-2-hydroxy-3-[(3-hydroxy-2-methyl-benzoyl)amino]-4-phenylsulfanyl-butyl]-3,3a,4,6,7,7a-hexahydro-2H-thieno[3,2-c]pyridine-6-carboxamide